ethyl 4-[(E and Z)-C-[2-[tert-butoxycarbonyl(methyl)amino]ethyl]-N-hydroxy-carbonimidoyl]benzoate C(C)(C)(C)OC(=O)N(CCC(=NO)C1=CC=C(C(=O)OCC)C=C1)C